FC1=CC=C(CN2CN(C(C3=CC=C(C=C23)C(F)(F)F)=O)C=2C=NC(=CC2)OC)C=C1 1-(4-fluorobenzyl)-3-(6-methoxypyridin-3-yl)-7-(trifluoromethyl)-2,3-dihydroquinazolin-4(1H)-one